C(C)C1=CN=CC(=N1)NC1=NC=CC(=C1)COC1=CC=C(C2=CC=CC=C12)NC(OC(C)(C)C)=O tert-Butyl (4-((2-((6-ethylpyrazin-2-yl)amino)pyridin-4-yl)methoxy)naphthalen-1-yl)carbamate